The molecule is an L-alanine derivative in which one of the methyl hydrogens of L-alanine is replaced by a 5-hydroxy-7-oxabicyclo[4.1.0]heptan-2-yl group. It has a role as a bacterial metabolite. It is a L-alanine derivative, an epoxide, a non-proteinogenic L-alpha-amino acid, an oxabicycloalkane and a secondary alcohol. It is a tautomer of a L-dihydroanticapsin zwitterion. C1C[C@H]([C@H]2[C@@H]([C@@H]1C[C@@H](C(=O)O)N)O2)O